C1(CC1)OC1=CC=NC(=C1C=O)NC 4-CYCLOPROPOXY-2-(METHYLAMINO)NICOTINALDEHYDE